N2-methyl-N4-(6-oxaspiro[3.3]heptan-2-yl)-5-oxido-N2-(2-tetrahydropyran-4-ylethyl)-6,7-dihydro-thieno[3,2-d]pyrimidin-5-ium-2,4-diamine CN(C=1N=C(C2=C(N1)CC[S+]2[O-])NC2CC1(C2)COC1)CCC1CCOCC1